3-(5-((6-(cyclopropylmethoxy)-2,3-difluorobenzyl)oxy)-2-fluoro-4-methoxyphenyl)-2,4-dioxo-1,2,3,4-tetrahydrothieno[3,4-d]pyrimidine-5-carboxylic acid C1(CC1)COC1=CC=C(C(=C1COC=1C(=CC(=C(C1)N1C(NC=2C(C1=O)=C(SC2)C(=O)O)=O)F)OC)F)F